OC=1C=C(C=CC1O)C=CC(=O)O[C@@H]1C[C@](C[C@@H]([C@@H]1OC(C=CC1=CC(=C(C=C1)O)O)=O)O)(C(=O)O)O |&1:17| (1R,3R,4S,SR)-3,4-bis[[3-(3,4-dihydroxyphenyl)-1-oxo-2-propen-1-yl]oxy]-1,5-dihydroxy-cyclohexanecarboxylic acid